CC([C@@H](C(N1[C@@H](CCCC1)C(=O)N1C[C@H](CCC1)C1=CC=CC=C1)=O)NC(=O)C1=CC2=C(S1)C=CC(=C2)C(F)(F)P(O)(O)=O)(C)C ((2-(((S)-3,3-dimethyl-1-oxo-1-((S)-2-((R)-3-phenylpiperidine-1-carbonyl)piperidin-1-yl)butan-2-yl)carbamoyl)benzo[b]thiophen-5-yl)difluoromethyl)phosphonic acid